(4Z)-4-(1,3-Benzothiazol-6-ylmethylene)-2-[(trans-5-hydroxy-2-adamantyl)amino]-1H-imidazol-5-one S1C=NC2=C1C=C(C=C2)\C=C\2/N=C(NC2=O)NC2C1CC3CC(CC2C3)(C1)O